OC(=O)C(F)(F)F.ClC1=C(C=C(S1)C(=O)N(C)C)C1COCCCN1 5-chloro-N,N-dimethyl-4-(1,4-oxazepan-3-yl)thiophene-2-carboxamide-TFA salt